(6aR)-4-chloro-1-((2,2-dimethyl-4-morpholinopyrrolidin-1-yl))-3-(2-fluoro-6-hydroxyphenyl)-7,8,9,10-tetrahydro-6H-pyrazino[2,1-c]pyrido[3,4-f][1,4]oxazepin-12(6aH)-one ClC1=C(N=C(C=2C(N3[C@@H](COC21)CNCC3)=O)N3C(CC(C3)N3CCOCC3)(C)C)C3=C(C=CC=C3O)F